4-[(3aR,9bR)-9b-(4-fluorobenzenesulfonyl)-7-[(4-fluorophenyl)methyl]-1H,2H,3H,3aH,4H,5H,9bH-benzo[e]indole-3-carbonyl]-1λ6-thiane-1,1-dione FC1=CC=C(C=C1)S(=O)(=O)[C@]12CCN([C@@H]2CCC2=C1C=CC(=C2)CC2=CC=C(C=C2)F)C(=O)C2CCS(CC2)(=O)=O